N=C(C1=NC=CC=C1)C(C(=O)NN)N1C2=C(SCC1=O)C=CC=C2 (imino(pyridin-2-yl)methyl)-2-(3-oxo-2H-benzo[b][1,4]thiazin-4(3H)-yl)acetohydrazide